OCC1=CC=C(C(=O)O)C=C1 4-(hydroxymethyl)benzoic acid